9-nitro-3,4-dihydro-2H-[1,4]oxazepino[2,3,4-hi]indol-6-yl trifluoromethanesulfonate FC(S(=O)(=O)OC=1N2C3=C(C=C(C=C3C1)[N+](=O)[O-])OCCC2)(F)F